tert-Butyl N-[(5S,8S,10aR)-8-{[(4R)-3,4-dihydro(3,3,5,6,7,8-2H6)-2H-1-benzopyran-4-yl]carbamoyl}-6-oxo-3-(2,2,2-trifluoroethyl)-decahydropyrrolo[1,2-a][1,5]diazocin-5-yl]carbamate O1CC([C@H](C2=C1C(=C(C(=C2[2H])[2H])[2H])[2H])NC(=O)[C@@H]2CC[C@H]1N2C([C@H](CN(CC1)CC(F)(F)F)NC(OC(C)(C)C)=O)=O)([2H])[2H]